C(C=C)N1N(C2=NC(=NC=C2C1=O)NC=1C=NC(=CC1)OCCF)C1=NC(=CC=C1)OC1CCNCC1 2-allyl-6-((6-(2-fluoroethoxy)pyridin-3-yl)amino)-1-(6-(piperidin-4-yloxy)pyridin-2-yl)-1,2-dihydro-3H-pyrazolo[3,4-d]pyrimidin-3-one